(8R,9S,10S)-10-(aminomethyl)-9-(4-bromophenyl)-N-(4-methoxyphenyl)-2-methyl-1,6-diazabicyclo[6.2.0]decane-6-carboxamide NC[C@@H]1[C@@H]([C@@H]2CN(CCCC(N12)C)C(=O)NC1=CC=C(C=C1)OC)C1=CC=C(C=C1)Br